IC=1C(=C(C(=C(C(=O)Cl)C1)I)C(=O)Cl)I triiodoisophthaloyl chloride